FC=1C(=NC(=CC1)C1=NC=NN1C)OC1CN(C1)C=O (3-((3-fluoro-6-(1-methyl-1H-1,2,4-triazol-5-yl)pyridin-2-yl)oxy)azetidin-1-yl)methanone